NC1=C(C2=C(N(C([C@H](O2)C)=O)CC2=CC=CC=C2)C=C1F)F (2R)-7-amino-4-benzyl-6,8-difluoro-2-methyl-2H-1,4-benzoxazin-3-one